FC1=CC=2N(C=C1OC1=NC=C(C=C1OCC(F)(F)F)F)C(=C(N2)C(=O)NC2(CS(C2)(=O)=O)C)C 7-fluoro-6-[[5-fluoro-3-(2,2,2-trifluoroethoxy)-2-pyridyl]oxy]-3-methyl-N-(3-methyl-1,1-dioxo-thietan-3-yl)imidazo[1,2-a]pyridine-2-carboxamide